C(C)(C)(C)[C@]12[C@@H]([C@@H](C[C@@H](CC1)N2C(=O)O)N(C2CC2)C=2N=NC(=CC2)Cl)F.C(C)N[C@@H]([C@@H](C)CC)C(=O)O |&1:4,5,6,8| N-ethyl-isoleucine (±)-tert-butyl-(1S,2R,3R,5R)-3-((6-chloropyridazin-3-yl)(cyclopropyl)amino)-2-fluoro-8-azabicyclo[3.2.1]octane-8-carboxylate